(3-methylpyrazolo[1,5-a]pyridin-5-yl)methanol CC=1C=NN2C1C=C(C=C2)CO